1,4-bis(3-(dimethoxymethylsilyl)propyl)piperazine COC(OC)[SiH2]CCCN1CCN(CC1)CCC[SiH2]C(OC)OC